C(OCC1=CC=CC=C1)(O[C@@]1(C(OCC=2C(N3CC=4C(=NC=5C=C(C(=C6C5C4[C@H](CC6)NC(CO)=O)C)Cl)C3=CC21)=O)=O)CC)=O benzyl ((1S,9S)-5-chloro-9-ethyl-1-(2-hydroxyacetamido)-4-methyl-10,13-dioxo-2,3,9,10,13,15-hexahydro-1H,12H-benzo[de]pyrano[3',4':6,7]indolizino[1,2-B]quinolin-9-yl) carbonate